1-Tert-butyl N-[3-[[1-(2,6-dioxo-3-piperidyl)-3-methyl-2-oxo-benzimidazol-5-yl]prop-2-ynoxy]propyl]-N-methyl-carbamate O=C1NC(CCC1N1C(N(C2=C1C=CC(=C2)C#CCOCCCN(C(OC(C)(C)C)=O)C)C)=O)=O